C(C)OC(CC(C)OC(CC(C(=O)O)(O)CC(=O)OC(C)CC(=O)OCC)=O)=O 4-[(4-ethoxy-4-oxobutan-2-yl)-oxy]-2-{2-[(4-ethoxy-4-oxobutan-2-yl)-oxy]-2-oxoethyl}-2-hydroxy-4-oxobutanoic acid